C(CC)(=O)ON1C(C1CCC)CCC [2,3-dipropyl-(1-aziridinyl)] propionate